C(C(O)CC(C)C)(=O)[O-] Leucate